BrC1=CC=C2C3(CC=4C(=NOC4C2=C1)NS(=O)(=O)[C@H](C)C1=CC=CC=C1)CC3 |o1:18| Rel-(1R)-N-{8'-bromo-4'H-spiro[cyclopropane-1,5'-naphtho[2,1-d][1,2]oxazol]-3'-yl}-1-phenylethanesulfonamide